O1[C@@H](C1)COC=1C=C(C=CC1)S(=O)(=O)C1(CCC1)CO (S)-(1-((3-(oxiran-2-ylmethoxy)phenyl)sulfonyl)cyclobutyl)methanol